C(C)N(CC)CCC(=O)[C@H](O)[C@@H](O)[C@H](O)[C@H](O)CO Diethylaminoethyl-glucose